5-((2R,5S)-5-methylpiperidin-2-yl)-2-((2R,4r,6S)-1,2,6-trimethylpiperidin-4-yl)benzo[d]thiazole C[C@H]1CC[C@@H](NC1)C=1C=CC2=C(N=C(S2)C2C[C@H](N([C@H](C2)C)C)C)C1